2-fluoro-4-methoxy-5-((3-methoxyquinolin-8-yl)methoxy)aniline bis-(4-ethoxy-4-oxo-butan-2-yl)fumarate C(C)OC(CC(C)\C(=C(/C(=O)O)\C(C)CC(OCC)=O)\C(=O)O)=O.FC1=C(N)C=C(C(=C1)OC)OCC=1C=CC=C2C=C(C=NC12)OC